2,2-difluoro-1-(4-nitrophenyl)ethan-1-d-1-ol FC(C(O)([2H])C1=CC=C(C=C1)[N+](=O)[O-])F